[Cl-].C(C=C)OCC1=C(C=CC=C1)C[NH3+] [2-(allyloxymethyl)phenyl]methylammonium chloride